C1(CC1)C=1N(C=C(N1)I)C12CC(C1)(C2)N2CCN(CC2)C 1-(3-(2-cyclopropyl-4-iodo-1H-imidazol-1-yl)bicyclo[1.1.1]pentan-1-yl)-4-methylpiperazine